phenyldimethyl-(t-hexylperoxy)silane C1(=CC=CC=C1)[Si](OOC(C)(C)CCC)(C)C